9,9-bis[4-(2-hydroxyethoxy)-phenyl]fluorene OCCOC1=CC=C(C=C1)C1(C2=CC=CC=C2C=2C=CC=CC12)C1=CC=C(C=C1)OCCO